C(C)C(CC1=C(C2=C(S1)C(C=1C(=CSC1)C2=O)=O)CC(CCCC)CC)CCCC 2,3-bis(2-ethylhexyl)benzo[1,2-b:4,5-c']dithiophene-4,8-dione